3-(4-ethoxyphenyl)prop-2-en-1-one C(C)OC1=CC=C(C=C1)C=CC=O